1-(3-bromo-5-fluoro-4-methoxyphenyl)ethan-1-one BrC=1C=C(C=C(C1OC)F)C(C)=O